5,6-dimethyl-3-octenoic acid CC(C=CCC(=O)O)C(CC)C